1-(2-fluorophenyl)-3-phenylhept-6-en-1-yn-3-ol FC1=C(C=CC=C1)C#CC(CCC=C)(O)C1=CC=CC=C1